CN1CCN(CC1)C=1N=C(C2=C(N1)C=NC(=C2)CCC)NCC=2SC=CC2 2-(4-methylpiperazin-1-yl)-6-propyl-N-(thiophen-2-ylmethyl)pyrido[3,4-d]pyrimidin-4-amine